ClC=1C=C(C=C(C1)NC(C=C)=O)C=1C=C2C(=CN1)NN=C2C(=O)NC2CN(CCC2)C 5-[3-chloro-5-(prop-2-enamido)phenyl]-N-(1-methylpiperidin-3-yl)-1H-pyrazolo[3,4-c]pyridine-3-carboxamide